(6-Aminohexanamido)-N-(4,5-dimethylthiazol-2-yl)benzamide NCCCCCC(=O)NC1=C(C(=O)NC=2SC(=C(N2)C)C)C=CC=C1